(((R)-12-((S)-8,9-difluoro-6,11-dihydrodibenzo[b,e]selenepin-11-yl)-6,8-dioxo-3,4,6,8,12,12a-hexahydro-1H-[1,4]oxazino[3,4-c]pyrido[2,1-f][1,2,4]triazin-7-yl)oxy)methyl methyl carbonate C(OCOC=1C(C=CN2N([C@H]3N(C(C21)=O)CCOC3)[C@@H]3C2=C([Se]CC1=C3C=C(C(=C1)F)F)C=CC=C2)=O)(OC)=O